2,5-dichloro-4-isopropoxypyrimidine ClC1=NC=C(C(=N1)OC(C)C)Cl